CC1C(C(CC=C1)(C)C)C(\C=C\C)=O (E)-1-(2,6,6-trimethyl-3-cyclohexen-1-yl)-2-buten-1-one